C(C)N(CCO)CCO 2-[ethyl-(2-hydroxyethyl)amino]ethan-1-ol